4-((6-methoxypyridin-3-yl)methyl)piperazine COC1=CC=C(C=N1)CN1CCNCC1